C(C1=CC=CC=C1)(=O)NC=1C=C(C=CC1)NC(=O)N1CCN(CC1)C=1C=NC=CC1 N-(3-benzamidophenyl)-4-(pyridin-3-yl)piperazine-1-carboxamide